N1=C(C=CC=C1)C1=NC(=NC(=N1)C1=NC=CC=C1)C=1C=C(C=CC1)B(O)O (3-(4,6-bis(pyridin-2-yl)-1,3,5-triazin-2-yl)phenyl)boronic acid